C1N(CCCC12CCNCC2)C2=CC=C(C=N2)C=2C=1N(C=C(C2)OCC)N=C2C1C=NN2 4-(6-(2,9-diazaspiro[5.5]undec-2-yl)pyridin-3-yl)-6-ethoxy-1H-pyrazolo[3',4':3,4]pyrazolo[1,5-a]pyridine